tetramethyl-6H-pyrrolo[3,2-g]quinazolin CC1C=NC2=C1C(=C1C(=NC(=NC1=C2)C)C)C